(R)-5-(2-aminopropyl)-2-methoxyl-benzenesulfonamide N[C@@H](CC=1C=CC(=C(C1)S(=O)(=O)N)OC)C